COC=1C=CC(=C(C=O)C1)C 5-methoxy-2-methylbenzaldehyde